tert-butyl ((1r,4r)-4-(2-(1H-imidazol-1-yl)-6-methylpyrimidine-4-carboxamido)cyclohexyl)carbamate N1(C=NC=C1)C1=NC(=CC(=N1)C(=O)NC1CCC(CC1)NC(OC(C)(C)C)=O)C